5-bromo-1-methyl-1,2,3,4-tetrahydroquinolin-7-ol BrC1=C2CCCN(C2=CC(=C1)O)C